C(C1=CC=CC=C1)OC(=O)N1[C@@H](C[C@@H](CC1)C1CC1)C1=CC(=C(C=C1)C(=O)OC)F.FC1=C(C(=CC=C1NS(=O)(=O)C1=C(C=CC(=C1)C)OC)F)C=1C=C2C=NC(=NC2=CC1)NC(C(C)(C)C)=O N-(6-(2,6-difluoro-3-(2-methoxy-5-methylphenylsulfonamido)phenyl)quinazolin-2-yl)pivaloamide benzyl-(2S,4R)-4-cyclopropyl-2-(3-fluoro-4-(methoxycarbonyl)phenyl)piperidine-1-carboxylate